(2RS)-(1-hydroxycyclopentyl)phenylacetic acid OC1(CCCC1)[C@H](C(=O)O)C1=CC=CC=C1 |r|